O=CCC(=O)OCC1=CC(=CC=C1)C1=NN(C=2CC(CCC12)(C)C)C1OCC1 3-[6,6-dimethyl-1-(oxetan-2-yl)-5,7-dihydro-4H-indazol-3-yl]Benzyl 3-oxopropionate